C1(CC1)NC=CC(=O)O 3-(CYCLOPROPYLAMINO)-2-PROPENOIC ACID